BrC1=CC=C(CN2N=C(C=CC2=O)C2=CC=C(C=C2)OC)C=C1 2-(4-bromobenzyl)-6-(4-methoxyphenyl)pyridazin-3(2H)-one